ClC=1C(=CC=2C3=C(C(=NC2C1F)NCC(=O)O)CN([C@H]3C)C(COC)=O)OC (S)-(7-chloro-6-fluoro-8-methoxy-2-(2-methoxyacetyl)-1-methyl-2,3-dihydro-1H-pyrrolo[3,4-c]quinolin-4-yl)glycine